2-chloro-N-[3-methoxy-1-(3-piperazin-1-ylpropyl)pyrazol-4-yl]-9-methyl-purin-6-amine ClC1=NC(=C2N=CN(C2=N1)C)NC=1C(=NN(C1)CCCN1CCNCC1)OC